N(C(=O)C)N[C@@H](CS)C(=O)O N-acetaminocysteine